CN([C@@H](CCCCNC(=O)OC(C)(C)C)C(=O)O)C(C1=C(C=CC=C1)OC(F)F)=O methyl-N6-(tert-butoxycarbonyl)-N2-(2-(difluoromethoxy)benzoyl)lysine